4-(tert-Butyl)-N-phenyl-(1,1'-biphenyl)-2-amine C(C)(C)(C)C=1C=C(C(=CC1)C1=CC=CC=C1)NC1=CC=CC=C1